N1[C@@H](CC1)CN1N=C2N(C(N(CC2=C1)C1CCN(CC1)C1=C(C=CC=C1C)F)=O)CC1=C(C=CC=C1)C(F)(F)F (S)-2-(Azetidin-2-ylmethyl)-5-[1-(2-fluoro-6-methyl-phenyl)-piperidin-4-yl]-7-(2-trifluoromethyl-benzyl)-2,4,5,7-tetrahydro-pyrazolo[3,4-d]pyrimidin-6-one